C(C)(C)C1=C(NC2=CC=C(C=C12)C1CCC(CC1)=O)C=1C=C(C=2N(C1)N=CN2)C 4-(3-isopropyl-2-(8-methyl-[1,2,4]triazolo[1,5-a]pyridin-6-yl)-1H-indol-5-yl)cyclohexanone